(4aS,9bS)-7-(trifluoromethyl)-1,4,4a,9b-tetrahydro-2H-spiro[benzofuro[3,2-b]pyridine-3,1'-cyclopropane] hydrochloride Cl.FC(C1=CC2=C(C=C1)[C@@H]1NCC3(CC3)C[C@@H]1O2)(F)F